ClC1=C(C=CC=C1C1=C(C(=NC=C1)C1=CC(=C(C=C1)C=O)OC)Cl)C1=CC=C(C(=N1)OC)CN(C(OC(C)(C)C)=O)C tert-Butyl ((6-(2-chloro-3-(3-chloro-2-(4-formyl-3-methoxyphenyl)pyridin-4-yl)phenyl)-2-methoxypyridin-3-yl)methyl)(methyl)carbamate